CC1([C@@H](N2C([C@H]([C@H]2S1)NC(CC1=CC=CC=C1)=O)=O)C(=O)OCCC(=O)OC(C)(C)C)C 3-(tert-butoxy)-3-oxopropyl (2S,5R,6R)-3,3-dimethyl-7-oxo-6-(2-phenylacetamido)4-thia-1-azabicyclo[3.2.0]heptane-2-carboxylate